C(CCCCCCCCCCC)NC(C=C)=O N-(dodecyl)acrylamide